7-((4-(2-fluoro-6-(cyclopropylcarbamoyl)pyridin-3-yl)piperazin-1-yl)methyl)-9-fluoro-1,2,3,5-tetrahydro-4H-cyclopenta[c]quinolin-4-one FC1=NC(=CC=C1N1CCN(CC1)CC=1C=C(C=2C3=C(C(NC2C1)=O)CCC3)F)C(NC3CC3)=O